2-(4-bromo-1H-imidazol-2-yl)-3,3-dicyclopropyl-N-[4-[3,5-dimethyl-1-(2-trimethylsilylethoxymethyl)pyrazol-4-yl]phenyl]propanamide BrC=1N=C(NC1)C(C(=O)NC1=CC=C(C=C1)C=1C(=NN(C1C)COCC[Si](C)(C)C)C)C(C1CC1)C1CC1